(S)-2-(4-(3-ethyl-4-((4-((3-(2-oxo-1,3-oxazinan-3-yl)propyl)amino)-5-(trifluoromethyl)pyrimidin-2-yl)amino)phenyl)-1-methylpiperazin-2-yl)acetonitrile C(C)C=1C=C(C=CC1NC1=NC=C(C(=N1)NCCCN1C(OCCC1)=O)C(F)(F)F)N1C[C@@H](N(CC1)C)CC#N